CN(C1CN(CC1)C1=CC2=C(C(NN=C2)=O)C=N1)C 7-(3-(dimethylamino)pyrrolidin-1-yl)pyrido[3,4-d]pyridazin-4(3H)-one